FC1=C(C=CC(=C1)[N+](=O)[O-])S 2-fluoro-4-nitro-benzenethiol